FC1(OC2=C(O1)C=C(C(=C2)C(O)C2=CC(=C(C=C2)C)C)[N+](=O)[O-])F (2,2-difluoro-6-nitrobenzo[D][1,3]dioxol-5-yl)(3,4-dimethylphenyl)methanol